(S)-N-(3-(3'-chloro-6-methoxy-5-((((5-oxopyrrolidin-2-yl)methyl)amino)methyl)-[2,4'-bipyridin]-2'-yl)-2-methylphenyl)-5-(((2-hydroxyethyl)amino)methyl)-3-methoxypicolinamide ClC=1C(=NC=CC1C1=NC(=C(C=C1)CNC[C@H]1NC(CC1)=O)OC)C=1C(=C(C=CC1)NC(C1=NC=C(C=C1OC)CNCCO)=O)C